α-methyl-5-hydroxy-tryptamine CC(N)CC1=CNC2=CC=C(C=C12)O